methyl 2-((2-amino-4-(methoxycarbonyl) phenyl) thio)-6-fluorobenzoate NC1=C(C=CC(=C1)C(=O)OC)SC1=C(C(=O)OC)C(=CC=C1)F